OC(C#CCC(C(=O)OC)(C)C)(C)C methyl 6-hydroxy-2,2,6-trimethyl-hept-4-ynoate